5-bromo-4-fluoropyrazolo[1,5-a]pyridin-2-ol BrC1=C(C=2N(C=C1)N=C(C2)O)F